C(C1=CC=CC=C1)OC1=C(C(=CC(=C1)C(F)(F)F)OC)B1OC(C(O1)(C)C)(C)C 2-(2-(benzyloxy)-6-methoxy-4-(trifluoromethyl)phenyl)-4,4,5,5-tetramethyl-1,3,2-dioxaborolane